C(C1=CC=CC=C1)N1[C@@H](C[C@H](C[C@H]1C)O[Si](C)(C)C(C)(C)C)CO [(2S,4S,6R)-1-benzyl-4-[(tert-butyldimethylsilyl)oxy]-6-methyl-piperidin-2-yl]methanol